2-methoxy-N-(5-(pyridin-2-yloxy)-3,4-dihydro-2H-chromeno[8,7-d]isoxazol-9-yl)benzenesulfonamide Methyl-(3R)-5-bromo-7-iodo-6-[(1-naphthyl)methyl]-4-oxo-1-thia-3a-aza-3-indancarboxylate COC(=O)[C@@H]1CSC2=C(C(=C(C(N12)=O)Br)CC1=CC=CC2=CC=CC=C12)I.COC1=C(C=CC=C1)S(=O)(=O)NC1=NOC=2C1=C1OCCCC1=C(C2)OC2=NC=CC=C2